N-(12-(1,3-dioxoisoindolin-2-yl)dodecyl)-2-nitrobenzenesulfonamide O=C1N(C(C2=CC=CC=C12)=O)CCCCCCCCCCCCNS(=O)(=O)C1=C(C=CC=C1)[N+](=O)[O-]